CC1(C(C1)C[C@@H]1C([C@]2(C[C@H]2C1)C)(C)C)CO [1-Methyl-2-[((1S,3R,5R)-1,2,2-trimethylbicyclo[3.1.0]hex-3-yl)methyl]cyclopropyl]methanol